7-(2-fluoro-3-(5-fluoro-1-(1-(4-fluorophenyl)ethyl)-1H-pyrazol-4-yl)phenyl)-[1,2,4]triazolo[1,5-a]pyridin-2-amine FC1=C(C=CC=C1C=1C=NN(C1F)C(C)C1=CC=C(C=C1)F)C1=CC=2N(C=C1)N=C(N2)N